OCCN1CCN(CC1)C(=O)C1=CC(=CC(=C1)NC=1N=C(C2=C(N1)NC=C2)N2OCC[C@@H]2C2=CC=CC=C2)OC (R)-(4-(2-hydroxyethyl)piperazin-1-yl)(3-methoxy-5-((4-(3-phenylisoxazolidin-2-yl)-7H-pyrrolo[2,3-d]pyrimidin-2-yl)amino)phenyl)methanone